methyl 3-[[1-(1-cyanocyclopropyl)-3-methyl-pyrazol-4-yl]amino]-5-cyclopropyl-6-(3-methylimidazo[4,5-c]pyridin-7-yl)pyrazine-2-carboxylate C(#N)C1(CC1)N1N=C(C(=C1)NC=1C(=NC(=C(N1)C1CC1)C=1C2=C(C=NC1)N(C=N2)C)C(=O)OC)C